(3R,5R)-1-(7-(8-ethyl-7-fluoro-3-(methoxymethoxy)naphthalen-1-yl)-8-fluoro-2-(((2R,7aS)-2-fluorohexahydro-1H-pyrrolizin-7a-yl)methoxy)pyrido[4,3-d]pyrimidin-4-yl)piperidine-3,5-diol C(C)C=1C(=CC=C2C=C(C=C(C12)C1=C(C=2N=C(N=C(C2C=N1)N1C[C@@H](C[C@H](C1)O)O)OC[C@]12CCCN2C[C@@H](C1)F)F)OCOC)F